S1C(=CC=C1)/C=C/C1=NN(C=C1)COCC(COCN1N=CC=C1\C=C\C=1SC=CC1)COCN1N=CC=C1\C=C\C=1SC=CC1 1,1'-(((2-(((3-((E)-2-(thiophen-2-yl)vinyl)-1H-pyrazol-1-yl)methoxy)methyl)propane-1,3-diyl)bis(oxy))bis(methylene))bis(5-((E)-2-(thiophen-2-yl)vinyl)-1H-pyrazole)